tert-butyl 4-[5-(difluoromethyl)-1H-pyrazol-3-yl]piperidine-1-carboxylate FC(C1=CC(=NN1)C1CCN(CC1)C(=O)OC(C)(C)C)F